4-(4-fluoro-3-(4,4,5,5-tetramethyl-1,3,2-dioxaborolan-2-yl)benzyl)morpholine tert-butyl-(2-((3-amino-5-bromopyridin-2-yl)oxy)ethyl)(isopropyl)carbamate C(C)(C)(C)OC(N(C(C)C)CCOC1=NC=C(C=C1N)Br)=O.FC1=C(C=C(CN2CCOCC2)C=C1)B1OC(C(O1)(C)C)(C)C